2-(3-chloro-5-cyano-phenyl)oxazole-5-carboxylic acid ClC=1C=C(C=C(C1)C#N)C=1OC(=CN1)C(=O)O